6-oxabicyclo[3.1.0]hexane-3-carboxylic acid methyl ester COC(=O)C1CC2OC2C1